(((((2R,3S,4R,5R)-5-(4-aminopyrrolo[2,1-f][1,2,4]triazine-7-yl)-5-cyano-3,4-dihydroxytetrahydrofuran-2-yl)methoxy)phosphoryl)bis(oxy))bis(methylene)bis(isobutyrate) NC1=NC=NN2C1=CC=C2[C@]2([C@@H]([C@@H]([C@H](O2)COP(=O)(OCC(C(=O)[O-])(C)C)OCC(C(=O)[O-])(C)C)O)O)C#N